IC[C@@H]1[C@H]([C@H]([C@@H](O1)N1C2=NC=NC(=C2N=C1)NCCCC(=O)O)O)O 4-((9-((2R,3R,4S,5S)-5-(iodomethyl)-3,4-dihydroxytetrahydrofuran-2-yl)-9H-purin-6-yl)amino)butanoic acid